C12CCC(CC1)N2C2=NC(=CC1=C2N=C(N=C1)NC1=NC=C(C=C1)CN1CCNCC1)C1COCC1 8-(7-azabicyclo[2.2.1]heptan-7-yl)-6-(oxolane-3-yl)-N-[5-(piperazin-1-ylmethyl)pyridin-2-yl]pyrido[3,4-d]pyrimidin-2-amine